iron hydroxyfluoride OF.[Fe]